N-(2,6-Dibromo-4-methoxyphenyl)-4-(2-methylimidazo[1,2-a]pyrimidin-3-yl)-2-thiazolamine BrC1=C(C(=CC(=C1)OC)Br)NC=1SC=C(N1)C1=C(N=C2N1C=CC=N2)C